tridecafluoro-2-trifluoromethylheptan-3-one FC(C(C(C(C(C(C(F)(F)F)(C(F)(F)F)F)=O)(F)F)(F)F)(F)F)(F)F